OCC(CC#N)NC 4-hydroxy-3-(methylamino)butanenitrile